CC1=C(C=CC=C1NC(=O)C1=CC(=C(C=N1)CN1CCC(CC1)C(=O)O)OC)C1=C(C(=CC=C1)NC(=O)C1=CC(=C(C=N1)CN1CCC(CC1)C(=O)O)OC)C 1,1'-(((((2,2'-dimethyl-[1,1'-biphenyl]-3,3'-diyl)bis(azanediyl))bis(carbonyl))bis(4-methoxypyridine-6,3-diyl))bis(methylene))bis(piperidine-4-carboxylic acid)